(3-(1-acetylpiperidin-4-yl)-5'-fluoro-1'-methyl-1H,1'H-[4,6'-biindazol]-1-yl)-N-((2R,3R)-2-(1-methyl-1H-imidazol-2-yl)tetrahydrofuran-3-yl)acetamide C(C)(=O)N1CCC(CC1)C1=NN(C=2C=CC=C(C12)C1=C(C=C2C=NN(C2=C1)C)F)CC(=O)N[C@H]1[C@@H](OCC1)C=1N(C=CN1)C